C(C1=CC=CC=C1)OC=1C=C(C(=O)N)C=C(C1OCC1=CC=CC=C1)OCC1=CC=CC=C1 3,4,5-tribenzyloxybenzamide